N(C(CS(=O)(=O)O)([2H])[2H])([2H])[2H] [2H4]taurine